(1R,2R)-1-(2-methoxy-5-methylphenyl)-2-(6-methoxypyrazin-2-yl)-N-(2-methylquinoline-5-sulfonyl)cyclopropane-1-carboxamide COC1=C(C=C(C=C1)C)[C@@]1([C@@H](C1)C1=NC(=CN=C1)OC)C(=O)NS(=O)(=O)C=1C=2C=CC(=NC2C=CC1)C